CCCCC[C@@H](/C=C/[C@H]1[C@@H](CC(=O)[C@@H]1C/C=C\CCCC(=O)O)O)O (5Z,13E)-(15S)-11α,15-dihydroxy-9-oxoprost-13-enoate